2-(2-phenyl-1,2,3,4-tetrahydroquinoline-6-yl)acetamide C1(=CC=CC=C1)C1NC2=CC=C(C=C2CC1)CC(=O)N